tert-butyl 3-(5-chloro-6-fluoropyridin-3-yl)-2-oxo-2,3-dihydro-1H-benzo[d]imidazole-1-carboxylate ClC=1C=C(C=NC1F)N1C(N(C2=C1C=CC=C2)C(=O)OC(C)(C)C)=O